2,2-diethanoylhydrazine C(C)(=O)N(N)C(C)=O